benzotriazol-1-yloxytri(Dimethylamino)phosphonium hexafluorophosphate F[P-](F)(F)(F)(F)F.N1(N=NC2=C1C=CC=C2)O[P+](N(C)C)(N(C)C)N(C)C